BrC=1C(=C(C=CC1)N1CCC1)C=O 1-(3-bromo-2-formyl-phenyl)-azetidine